C(C)C1=NC=2N(C(=C1)NCC1(CCC(CC1)=O)C1=CC=C(C=C1)F)N=C(C2)C(F)(F)F 4-(((5-Ethyl-2-(trifluoromethyl)pyrazolo[1,5-a]pyrimidin-7-yl)amino)methyl)-4-(4-fluorophenyl)cyclohexan-1-one